(5-chloro-3-isopropylpyrazolo[1,5-a]pyrimidin-7-yl)(4-(3-fluoropyridin-2-yl)benzyl)carbamic acid tert-butyl ester C(C)(C)(C)OC(N(CC1=CC=C(C=C1)C1=NC=CC=C1F)C1=CC(=NC=2N1N=CC2C(C)C)Cl)=O